COS(=O)(=O)C1=C(C=C(C=C1)C)C1N=C(OC1)C1=CC=C(C=C1)I (2-(4-iodophenyl)-4,5-dihydro-oxazol-4-yl)4-methylbenzenesulfonic acid methyl ester